BrC=1OC2=C(C1)C=C(C=C2)Br 2,5-dibromobenzofuran